CC=1C(=NN2C1NC(=C(C2=O)C)C=2C=C(C#N)C=CC2)C2=CC=CC=C2 3-(3,6-dimethyl-7-oxo-2-phenyl-4,7-dihydropyrazolo[1,5-a]pyrimidin-5-yl)benzonitrile